ClC1=CC(=C(OC2=C(C=NN2C2COC2)C(=O)N[C@@H]2C(NC3=C(C(=N2)C2=CC=CC=C2)C=CC=C3F)=O)C(=C1)F)F 5-(4-Chloro-2,6-difluorophenoxy)-N-[(3S)-9-fluoro-2-oxo-5-phenyl-1,3-dihydro-1,4-benzodiazepin-3-yl]-1-(oxetan-3-yl)pyrazole-4-carboxamide